C(C)(C)(C)C=1C=C(C=C(C1O)C(C)(C)C)CCC(=O)OCC(COC(CCC1=CC(=C(C(=C1)C(C)(C)C)O)C(C)(C)C)=O)(COC(CCC1=CC(=C(C(=C1)C(C)(C)C)O)C(C)(C)C)=O)COC(CCC1=CC(=C(C(=C1)C(C)(C)C)O)C(C)(C)C)=O pentaerythritol tetrakis(3-(3,5-di-tert-butyl-4-hydroxy-phenyl)propionate)